(n-butyl)-1,2-benzisothiazol-3-one C(CCC)C1=CC=CC2=C1C(NS2)=O